2-(((2S,4s,6S)-6-((7-fluoro-quinazolin-2-yl)amino)spiro[3.3]heptan-2-yl)oxy)nicotinamide FC1=CC=C2C=NC(=NC2=C1)NC1CC2(CC(C2)OC2=C(C(=O)N)C=CC=N2)C1